diethyl (1-(((S)-1-((3,4-dichlorophenyl)amino)-3-methyl-1-oxobutan-2-yl)amino)-4-methyl-1-oxopentan-2-yl)phosphonate ClC=1C=C(C=CC1Cl)NC([C@H](C(C)C)NC(C(CC(C)C)P(OCC)(OCC)=O)=O)=O